N=1C=C(N2C1C=NC=C2)N2CC=1N=C(N=CC1CC2)NC2=CC=C(C=C2)CS(=O)(=O)C 7-{imidazo[1,2-a]pyrazin-3-yl}-N-[4-(methanesulfonylmethyl)phenyl]-5H,6H,7H,8H-pyrido[3,4-d]pyrimidin-2-amine